7,7,9,9-tetramethyl-1,4-dioxaspiro[4.5]decane-2-carbaldehyde CC1(CC2(OCC(O2)C=O)CC(C1)(C)C)C